monobutyloxylacetoacetate C(CCC)OCC(CC(=O)[O-])=O